CC1=CC=C(C=C1)S(=O)(=O)N=C(C)C=1C=NC(=NC1)N1CCNCC1 N-p-toluenesulfonyl-1-[2-(piperazine-1-yl)pyrimidine-5-yl]ethanone imine